C(C)(C)(C)C(C(C(=O)OCC(COC(C(C(C1=CC=CC=C1)C(C)(C)C)(O)C(C)(C)C)=O)(COC(C(C(C1=CC=CC=C1)C(C)(C)C)(O)C(C)(C)C)=O)COC(C(C(C1=CC=CC=C1)C(C)(C)C)(O)C(C)(C)C)=O)(O)C(C)(C)C)C1=CC=CC=C1 pentaerythritol tetra(di-t-butyl hydroxyhydrocinnamate)